2-oxo-1H-imidazo[4,5-b]pyridin O=C1NC=2C(=NC=CC2)N1